1-(tert-Butyl)-3-(2-(pyridin-2-yl)phenyl)-5-methyl-pyrazol-4-ol C(C)(C)(C)N1N=C(C(=C1C)O)C1=C(C=CC=C1)C1=NC=CC=C1